Methyl 6-bromo-3-[[(1R)-1-(3,6-dimethyl-4-oxo-2-phenyl-chromen-8-yl)ethyl]amino]pyridine-2-carboxylate BrC1=CC=C(C(=N1)C(=O)OC)N[C@H](C)C=1C=C(C=C2C(C(=C(OC12)C1=CC=CC=C1)C)=O)C